COC(=O)C1(CC(C1)(C)C)C1=NC=CN=C1Cl 1-(3-chloropyrazin-2-yl)-3,3-dimethylcyclobutane-1-carboxylic acid methyl ester